5-[cyclopropyl(difluoro)methyl]-4-(3-methylcyclohexen-1-yl)-2-pyrimidin-2-yl-pyrazol-3-amine C1(CC1)C(C=1C(=C(N(N1)C1=NC=CC=N1)N)C1=CC(CCC1)C)(F)F